BrC1=CC=C(OC(C(=O)NC=2SC3=C(N2)C=C(C(=C3)OC)OC)C3=CC=C(C=C3)S(=O)(=O)CC)C=C1 2-(4-Bromo-phenoxy)-N-(5,6-dimethoxy-benzothiazol-2-yl)-2-(4-ethanesulfonyl-phenyl)-acetamide